CC(CN1CCN(CCN(CCN(CC1)CC(=O)[O-])CC(=O)[O-])CC(=O)[O-])O.[Gd+3] The molecule is a non-ionic gadolinium chelate having a macrocyclic tetraamine framework. It is used as a paramagnetic contrast agent in magnetic resonance imaging (MRI). It has a role as a MRI contrast agent.